FC1=C(C=CC(=C1)F)[C@]([C@@H](C)N1CCC(CC1)=CC(=O)NN=CC1=CC(=CC=C1)Br)(CN1N=CN=C1)O 2-(1-((2r,3r)-3-(2,4-difluorophenyl)-3-hydroxy-4-(1H-1,2,4-triazol-1-yl)-2-butyl)piperidin-4-ylidene)-N'-(3-bromobenzylidene)acethydrazide